(3S)-3-{[1-cyclopentyl-5-(2-ethylphenyl)-1H-pyrazol-3-yl]formamido}-5-(3,3-difluoropiperidin-1-yl)-N-(1,3-thiazol-2-yl)pentanamide C1(CCCC1)N1N=C(C=C1C1=C(C=CC=C1)CC)C(=O)N[C@H](CC(=O)NC=1SC=CN1)CCN1CC(CCC1)(F)F